C(C)(C)N1CCC(CC1)CN1N=CC(=C1)B1OC(C(O1)(C)C)(C)C 1-isopropyl-4-((4-(4,4,5,5-tetramethyl-1,3,2-dioxaborolan-2-yl)-1H-pyrazol-1-yl)methyl)piperidine